dimethyl 2,5-dioxahexanedicarboxylate C(OCCOC)(C(=O)OC)C(=O)OC